2-ethoxy-5-(8-fluoro-3-methylimidazo[1,2-a]pyridin-6-yl)-7H-pyrrolo[2,3-d]pyrimidine C(C)OC=1N=CC2=C(N1)NC=C2C=2C=C(C=1N(C2)C(=CN1)C)F